ClC1=C(C=C(C=C1)\C=N\N(C1=NS(C2=C1C=C(C=C2)OCCOC)(=O)=O)CC(C)C)OC N-[(E)-(4-chloro-3-methoxy-phenyl)methyleneamino]-N-isobutyl-5-(2-methoxyethoxy)-1,1-dioxo-1,2-benzothiazol-3-amine